2-(4-(2-fluoro-4-(3-methyl-4-((((R)-1-(o-tolyl)ethoxy)carbonyl)amino)isoxazol-5-yl)phenyl)-2-oxabicyclo[2.2.2]octan-1-yl)acetic acid FC1=C(C=CC(=C1)C1=C(C(=NO1)C)NC(=O)O[C@H](C)C1=C(C=CC=C1)C)C12COC(CC1)(CC2)CC(=O)O